C(C1=CC=CC=C1)N1C[C@H]2[C@@]3(NC([C@@H]([C@H]([C@@H]31)CC3=CC=CC=C3)C2)=O)C(=O)NC2CC(NC(C2)(C)C)(C)C |o1:9,10,13,14,15| (3S*,3aS*,6R*,7R*,7aS*)-1,7-dibenzyl-5-oxo-N-(2,2,6,6-tetramethylpiperidin-4-yl)octahydro-3aH-3,6-methanopyrrolo[3,2-b]pyridine-3a-carboxamide